ClC1=NC=CC=C1OCC(=O)N1CC2=C(CC1)SC(=C2)C2=NOC(=N2)C(F)(F)F 2-((2-chloropyridin-3-yl)oxy)-1-(2-(5-(trifluoromethyl)-1,2,4-oxadiazol-3-yl)-6,7-dihydrothieno[3,2-c]pyridin-5(4H)-yl)ethan-1-one